3-phenyl-3-(4-methoxyphenyl)-6-methoxy-7-(4-hydroxypiperidin-1-yl)-13,13-dimethyl-3H,13H-indeno[2',3':3,4]naphtho-[1,2-b]pyran C1(=CC=CC=C1)C1(C=CC2=C(O1)C=1C=C(C(=CC1C1=C2C(C2=CC=CC=C21)(C)C)N2CCC(CC2)O)OC)C2=CC=C(C=C2)OC